C1(CCCCC1)C1=CC=C(C=C1)NC=1C2=C(N=C(N1)N(CCC1=NOC=N1)C)C(N(C2)C(C)C)=O 4-[(4-cyclohexylphenyl)amino]-2-{methyl-[2-(1,2,4-oxadiazol-3-yl)ethyl]amino}-6-(prop-2-yl)-5,6-dihydro-7H-pyrrolo[3,4-d]pyrimidin-7-one